The molecule is conjugate base of 2-oxophytanic acid. It is a 2-oxo monocarboxylic acid anion and a long-chain fatty acid anion. It derives from a hexadecanoic acid and a hexadecanoate. It is a conjugate base of a 2-oxophytanic acid. CC(C)CCCC(C)CCCC(C)CCCC(C)C(=O)C(=O)[O-]